3-(tert-butoxy)-N-(2-methyl-4-(2-((1-methyl-1H-pyrazol-4-yl)amino)pyrimidin-4-yl)benzyl)azetidine-1-carboxamide C(C)(C)(C)OC1CN(C1)C(=O)NCC1=C(C=C(C=C1)C1=NC(=NC=C1)NC=1C=NN(C1)C)C